4-(1H-imidazol-1-yl)-7-((5-(piperazin-1-yl)pyridin-2-yl)amino)isoindolin-1-one N1(C=NC=C1)C1=C2CNC(C2=C(C=C1)NC1=NC=C(C=C1)N1CCNCC1)=O